methyl (Z)-4-((chloro(3-methyl-4-(trifluoromethyl)-1-((3-(trifluoromethyl)bicyclo[1.1.1]pentan-1-yl)methyl)-1H-pyrazol-5-yl)methylene)amino)picolinate Cl\C(\C1=C(C(=NN1CC12CC(C1)(C2)C(F)(F)F)C)C(F)(F)F)=N/C2=CC(=NC=C2)C(=O)OC